N-[(1S,2S)-2-hydroxycyclohexyl]-4-methyl-3-({[5-(pyrimidin-2-yl)pyridin-3-yl]oxy}methyl)benzamide O[C@@H]1[C@H](CCCC1)NC(C1=CC(=C(C=C1)C)COC=1C=NC=C(C1)C1=NC=CC=N1)=O